FC=1C=C(C=CC1)CCNC(C(=O)O)=O 2-((3-fluorophenylethyl)amino)-2-oxoacetic acid